C(=O)O.N ammonia format